C(C=C)(=O)N[C@@H](CCS)C(=O)O acryloylhomocysteine